C(C)(CC)[O-].[Cs+] cesium sec-butanolate